1-Butyl-2-ethylpyrrolidinium chlorid [Cl-].C(CCC)[NH+]1C(CCC1)CC